CSCC(COCC(CSC)C#N)C#N methylthiomethyl-cyanoethyl ether